3-ethoxycarbonyl-7-diethylaminocoumarin (ethyl 7-(diethylamino) coumarin-3-carboxylate) C(C)C1=C(C(OC2=CC(=CC=C12)N(CC)CC)=O)C(=O)O.C(C)OC(=O)C=1C(OC2=CC(=CC=C2C1)N(CC)CC)=O